FC1=C(C(=O)O)C(=CC=C1)N[C@H](C)C=1C=C(C=C2C(C(=C(OC12)C1=CC=2C=NC=CC2O1)C)=O)C 2-Fluoro-6-[[(1R)-1-(2-furo[3,2-c]pyridin-2-yl-3,6-dimethyl-4-oxo-chromen-8-yl)ethyl]amino]benzoic acid